C1(CC1)C=1N=NN(C1)[C@H](C(=O)N1[C@@H](C[C@H](C1)O)C(=O)NCCS(=O)C1=C(C=CC=C1)F)C(C)(C)C (2S,4r)-1-[(2S)-2-(4-cyclopropyl-triazol-1-yl)-3,3-dimethyl-butyryl]-N-[2-(2-fluorophenyl)sulfinylethyl]-4-hydroxy-pyrrolidine-2-carboxamide